O1C(CCC1)CCC1OCCC1 1,2-ditetrahydrofurylethane